CN(CCN(C=1C(=C(NC2CCC(CC2)C(=O)NC2=CC(=C(C=C2)C)OC)C=CC1)[N+](=O)[O-])C)C 4-[3-[2-(dimethylamino)ethyl-methyl-amino]-2-nitro-anilino]-N-(3-methoxy-4-methyl-phenyl)cyclohexanecarboxamide